7-Cyano-3-((diphenylmethylene)amino)-6-fluoro-8-(methoxy-d3)naphthalen-1-yl trifluoromethanesulfonate FC(S(=O)(=O)OC1=CC(=CC2=CC(=C(C(=C12)OC([2H])([2H])[2H])C#N)F)N=C(C1=CC=CC=C1)C1=CC=CC=C1)(F)F